(R)-2-diazo-4-((2R,3S)-3-((R)-1-(4-(((4-nitrobenzyloxy)carbonylamino)methyl)-1H-1,2,3-triazol-1-yl)ethyl)-4-oxoazetidin-2-yl)-3-oxopentanoic acid 4-nitrobenzyl ester [N+](=O)([O-])C1=CC=C(COC(C(C([C@H](C)[C@H]2NC([C@@H]2[C@@H](C)N2N=NC(=C2)CNC(=O)OCC2=CC=C(C=C2)[N+](=O)[O-])=O)=O)=[N+]=[N-])=O)C=C1